dipyridone hydrochloride Cl.N1C(C=CC=C1)=O.N1C(C=CC=C1)=O